C(C)N1CCC2(CCCN(C2)C2=C(C=CC(=C2C(F)(F)F)OC2=C(C=CC=C2)F)\C=C(/F)\C2=NC=CC(=N2)C=2C=NSC2)CC1 (Z)-4-(2-(2-(2-(9-ethyl-2,9-diazaspiro[5.5]undecan-2-yl)-4-(2-fluorophenoxy)-3-(trifluoromethyl)phenyl)-1-fluorovinyl)pyrimidin-4-yl)isothiazole